ethyl 3-tert-butyl-1,2,4-thiadiazole-5-carboxylate C(C)(C)(C)C1=NSC(=N1)C(=O)OCC